1,2-di(4-bromophenyl)ethane BrC1=CC=C(C=C1)CCC1=CC=C(C=C1)Br